FC1=CC=C(C=C1)C1=C(C=2N(C(=N1)N)N=CN2)C2=CC(=NC=C2)C 7-(4-fluorophenyl)-8-(2-methylpyridin-4-yl)-[1,2,4]Triazolo[1,5-c]Pyrimidin-5-amine